2-[4-[2-[2-[4-(2-aminoethyl)-piperazin-1-yl]ethylamino]ethyl]-piperazin-1-yl]ethylamine NCCN1CCN(CC1)CCNCCN1CCN(CC1)CCN